C=CC=CCCCCC(CCCCC)O 9-tetradecadienyl alcohol